Cl.Cl.C1=NC=CC=2C(=CC=CC12)S(=O)(=O)N1CCNCCC1 1-(5-isoquinolinesulfonyl)-homopiperazine dihydrochloride